COC(=O)C1=C(C(=NC=C1C(F)(F)F)O)Br 3-bromo-2-hydroxy-5-(trifluoromethyl)pyridine-4-carboxylic acid methyl ester